tert-Butyl 4-(((3-iodo-4-methylpyridin-2-yl)oxy)methyl)-3,6-dihydropyridine-1(2H)-carboxylate IC=1C(=NC=CC1C)OCC=1CCN(CC1)C(=O)OC(C)(C)C